C(#N)CC1[C@@H]2CN(C[C@H]12)C(=O)OC(C)(C)C tert-Butyl (1R,5S,6S)-6-(cyanomethyl)-3-azabicyclo[3.1.0]hexane-3-carboxylate